1-[(1,1-dioxido-1,2-thiazinan-3-yl)methoxy]-7-(propan-2-yloxy)isoquinoline-6-carboxamide O=S1(NC(CCC1)COC1=NC=CC2=CC(=C(C=C12)OC(C)C)C(=O)N)=O